NC(CCC=1NC2=CC=CC=C2C1)CCCCC 3-aminooctylindole